C(C)(C)(C)OC(=O)N1CCC(CC1)C(=O)N1CCN(CC1)C1=NC=CC(=C1)B(O)O [2-[4-(1-tert-butoxycarbonylpiperidine-4-carbonyl)piperazin-1-yl]-4-pyridyl]boronic acid